C(C)O[Si](OCC)(OCC)CN1CCCCCC1 1-(triethoxysilylmethyl)hexahydroazepine